1-(4-((3R,4S)-7-hydroxy-3-(2-isopropylphenyl)isochroman-4-yl)phenyl)piperidine-4-carbaldehyde OC1=CC=C2[C@@H]([C@@H](OCC2=C1)C1=C(C=CC=C1)C(C)C)C1=CC=C(C=C1)N1CCC(CC1)C=O